(R)-1-benzyloxycarbonyl-3-aminopyrrolidine hydrochloride Cl.C(C1=CC=CC=C1)OC(=O)N1C[C@@H](CC1)N